3-(Acetylthio)hexanal C(C)(=O)SC(CC=O)CCC